benzyl-2-(naphthalen-1-yl)-1,2,4-thiadiazol-3,5-dione C(C1=CC=CC=C1)S1N(C(NC1=O)=O)C1=CC=CC2=CC=CC=C12